C(C)(C)(C)OC(=O)N(C1=NN2C(C=C(C=C2)C=2C(=C(C(=O)O)C(=CC2)C(F)(F)F)F)=N1)C(=O)OC(C)(C)C 3-(2-(di-(tert-butoxycarbonyl)amino)-[1,2,4]triazolo[1,5-a]pyridin-7-yl)-2-fluoro-6-trifluoromethylbenzoic acid